C1(=CC=CC=C1)S(=O)(=O)N benzenesulfonic acid, amide